N-(tert-butoxycarbonyl)piperidine C(C)(C)(C)OC(=O)N1CCCCC1